CC=1SC2=C(N1)C=CC(=C2)C2=C(NC=1N(C2=O)N=C(C1C1=CC=CC=C1)C1=CC=CC=C1)NC1=NC=CC=C1 6-(2-methylbenzo[d]thiazol-6-yl)-2,3-diphenyl-5-(pyridin-2-ylamino)pyrazolo[1,5-a]pyrimidin-7(4H)-one